Racemic-N-(8-(2-chloro-5-fluorophenyl)-3-(methylcarbamoyl)-6-oxo-5,6,7,8-tetrahydroimidazo[1,5-a]pyrazin-1-yl)-6-fluorobenzo[d]isothiazole-3-carboxamide ClC1=C(C=C(C=C1)F)[C@@H]1C=2N(CC(N1)=O)C(=NC2NC(=O)C2=NSC1=C2C=CC(=C1)F)C(NC)=O |r|